1-Bromo-5-(tert-butyldimethylsilyloxy)-pentane BrCCCCCO[Si](C)(C)C(C)(C)C